4-Cyclopropyl-N-((1R*,2S*)-4,4,4-trifluoro-2-methoxy-1-(5-(((S)-2-oxo-4-(trifluoromethyl)imidazolidin-1-yl)methyl)-1H-benzo[d]imidazol-2-yl)butyl)-1,2,5-oxadiazole-3-carboxamide C1(CC1)C=1C(=NON1)C(=O)N[C@@H]([C@H](CC(F)(F)F)OC)C1=NC2=C(N1)C=CC(=C2)CN2C(N[C@@H](C2)C(F)(F)F)=O |o1:11,12|